tert-butyl (2S,3R)-2-((R)-1-hydroxyethyl)-3-(methylamino)pyrrolidine-1-carboxylate O[C@H](C)[C@H]1N(CC[C@H]1NC)C(=O)OC(C)(C)C